methyl 5-amino-4'-fluoro-2-(trifluoromethyl)-[1,1'-biphenyl]-4-carboxylate NC=1C(=CC(=C(C1)C1=CC=C(C=C1)F)C(F)(F)F)C(=O)OC